2-Chloro-4-(N-(2-(4-fluoro-2-isopropyl-6-(2-methoxypyridin-4-yl)phenyl)acetyl)sulfamoyl)benzoic acid, potassium salt [K+].ClC1=C(C(=O)[O-])C=CC(=C1)S(NC(CC1=C(C=C(C=C1C1=CC(=NC=C1)OC)F)C(C)C)=O)(=O)=O